C(=S)SN(C)C.[Ni] nickel dimethylamino dithioformate